2-cyclobutyl-N-(5-(6-(3-methoxy-4-(morpholinosulfonyl)phenyl)pyrazin-2-yl)thiophen-3-yl)acetamide C1(CCC1)CC(=O)NC1=CSC(=C1)C1=NC(=CN=C1)C1=CC(=C(C=C1)S(=O)(=O)N1CCOCC1)OC